C(CCCCCCCCCCCC\C=C\CCCCCCC)(=O)N (E)-docosa-14-enamide